3-[(9Z)-9-octadecenoyloxy]-4-(trimethylammonio)butanoate C(CCCCCCC\C=C/CCCCCCCC)(=O)OC(CC(=O)[O-])C[N+](C)(C)C